(E)-2-(2-(aminomethyl)-3-fluoroallyl)-5-cyclopropyl-2,5,6,7-tetrahydro-4H-pyrrolo[3,4-c]pyridin-4-one NC/C(/CN1C=C2C(N(CCC2=C1)C1CC1)=O)=C\F